(2S,3S)-2-[(acetyl)amino]-3-methyl-pentanoic acid C(C)(=O)N[C@H](C(=O)O)[C@H](CC)C